succinamidic acid C(CCC(=O)O)(=O)N